N-(7-{6-[(carbamoylmethyl)carbamoyl]pyridin-2-yl}-2-methoxynaphthalen-1-yl)prop-2-enamide C(N)(=O)CNC(=O)C1=CC=CC(=N1)C1=CC=C2C=CC(=C(C2=C1)NC(C=C)=O)OC